OCC(C)(C)NC(=O)C=1C=2C[C@H]3[C@@H](C2N(N1)C1=CC=CC=C1)C3 (1aS,5aS)-2-Phenyl-1a,2,5,5a-tetrahydro-1H-2,3-diaza-cyclopropa[a]pentalene-4-carboxylic acid (2-hydroxy-1,1-dimethyl-ethyl)-amide